β-D-mannfuranose O[C@H]1[C@@H](O)[C@@H](O)[C@H](O1)[C@H](O)CO